CN1C=C(C=C(C1=O)C)C1=NC2=C(N1CC1CCOCC1)C=CC(=C2)CN[C@H](C(=O)[O-])[C@@H](C)O (2s,3r)-2-(((2-(1,5-dimethyl-6-oxo-1,6-dihydropyridin-3-yl)-1-((tetrahydro-2H-pyran-4-yl) methyl)-1H-benzo[d]imidazol-5-yl) methyl) amino)-3-hydroxybutanoate